Cyclooct-2-yn-1-yl(2-hydroxy ethyl) carbamate C(N)(OCC(O)C1C#CCCCCC1)=O